3-(4-((7-(Cyclohexylamino)heptyl)thio)-1-oxoisoindolin-2-yl)-1-methylpiperidine-2,6-dione C1(CCCCC1)NCCCCCCCSC1=C2CN(C(C2=CC=C1)=O)C1C(N(C(CC1)=O)C)=O